Dodecenylbis(hydroxyethyl)methylammonium chloride [Cl-].C(=CCCCCCCCCCC)[N+](C)(CCO)CCO